BrC=1C(=NC=CC1C)N Bromo-4-methylpyridin-2-amine